acryloyloxydecyl-3-phosphonopropionate C(C=C)(=O)OCCCCCCCCCCOC(CCP(=O)(O)O)=O